1-[(1H-1,2,3-triazol-5-yl)methanesulfonyl]pyrrolidine-2-carboxamide N1N=NC=C1CS(=O)(=O)N1C(CCC1)C(=O)N